3-(3,3-difluoroazetidin-1-yl)-3-(4-hydroxyphenyl)-7-(trifluoromethyl)indol-2-one FC1(CN(C1)C1(C(NC2=C(C=CC=C12)C(F)(F)F)=O)C1=CC=C(C=C1)O)F